FC(C(=O)O)(F)F.C(N)(=O)C1=CC2=C(N(C=N2)CC2=CC=C(C=C2)B(O)O)C=C1 4-((5-carbamoyl-1,3-benzodiazol-1-yl)methyl)phenylboronic acid trifluoroacetate